[Si](C1=CC=CC=C1)(C1=CC=CC=C1)(C(C)(C)C)OC[C@@H]1C[C@]2(CN1C(=O)OC(C)(C)C)C1=C(NC(O2)=O)C=CC=C1 t-butyl (4R,5'S)-5'-(((t-butyldiphenylsilyl)oxy)methyl)-2-oxo-1,2-dihydrospiro[benzo[d][1,3]oxazine-4,3'-pyrrolidine]-1'-carboxylate